rac-ethyl (4R,5S)-5-(3,4-difluoro-2-methoxyphenyl)-2,2-dimethyl-1,3-oxathiolane-4-carboxylate FC=1C(=C(C=CC1F)[C@H]1[C@@H](SC(O1)(C)C)C(=O)OCC)OC |r|